N-{[4-(4-amino-1-{6-[3-(dimethoxymethyl)azetidin-1-yl]pyridin-3-yl}pyrazolo[3,4-d]pyrimidin-3-yl)phenyl]methyl}-5-fluoro-2-methoxybenzamide NC1=C2C(=NC=N1)N(N=C2C2=CC=C(C=C2)CNC(C2=C(C=CC(=C2)F)OC)=O)C=2C=NC(=CC2)N2CC(C2)C(OC)OC